2-(4-(3-isopropyl-2-(pyrrolo[2,1-f][1,2,4]triazin-4-yl)-1H-indol-5-yl)piperidin-1-yl)-N,N-dimethylacetamide C(C)(C)C1=C(NC2=CC=C(C=C12)C1CCN(CC1)CC(=O)N(C)C)C1=NC=NN2C1=CC=C2